2-(1-methyl-6-(trifluoromethyl)-1H-benzo[d]imidazol-5-yl)pyrimidine-5-carboxylic acid CN1C=NC2=C1C=C(C(=C2)C2=NC=C(C=N2)C(=O)O)C(F)(F)F